C(C)N(CCOC1=C(C=CC=C1)C1=NC=NC(=C1)C)CC 4-(2-(2-(diethylamino)ethoxy)phenyl)-6-methylpyrimidin